FC=1C=C(C=C(C1)F)C(C)NC=1C=C2C(=NNC2=CC1)C=CC1=NC=CN=C1 N-(1-(3,5-difluorophenyl)ethyl)-3-(2-(pyrazin-2-yl)vinyl)-1H-indazol-5-amine